4-cyclopropyl-3-(pyridin-4-yl)-1H-pyrazol-5-amine C1(CC1)C=1C(=NNC1N)C1=CC=NC=C1